1-(chloromethyl)-1H-benzotriazole ClCN1N=NC2=C1C=CC=C2